C(C)C1=NC2=CC=C(C(=C2CC1=O)F)CN1CCC(=CC1)C=1C=NC(=CC1)C(=O)NC 1'-((2-ethyl-5-fluoro-3-oxo-3,4-dihydroquinolin-6-yl)methyl)-N-methyl-1',2',3',6'-tetrahydro-[3,4'-bipyridine]-6-carboxamide